OC1=CC=C(C=C1)CC(CC1=CC=C(C=C1)O)=O 1,3-di(4-hydroxyphenyl)-2-propanone